2-(3-(1-((1S,2S,3S,5R)-2-fluoro-1-methyl-8-azabicyclo[3.2.1]octan-3-yl)vinyl)-1,2,4-triazin-6-yl)-5-(5-methyl-2H-tetrazol-2-yl)phenol F[C@@H]1[C@@]2(CC[C@H](C[C@H]1C(=C)C=1N=NC(=CN1)C1=C(C=C(C=C1)N1N=C(N=N1)C)O)N2)C